1-(4-(1-(2,6-difluorobenzyl)-3-(6-(difluoromethoxy)pyridin-3-yl)-5-((dimethylamino)methyl)-2,4-dioxo-1,2,3,4-tetrahydrothieno[2,3-d]pyrimidin-6-yl)phenyl)-3-methoxyurea FC1=C(CN2C(N(C(C3=C2SC(=C3CN(C)C)C3=CC=C(C=C3)NC(=O)NOC)=O)C=3C=NC(=CC3)OC(F)F)=O)C(=CC=C1)F